The molecule is a hydrochloride resulting from the reaction of equimolar amounts of 4-{2-[(2-hydroxybenzyl)amino]ethyl}-2,5-dimethoxybenzonitrile and hydrogen chloride. It has a role as a 5-hydroxytryptamine 2A receptor agonist. It contains a 4-{2-[(2-hydroxybenzyl)amino]ethyl}-2,5-dimethoxybenzonitrile(1+). COC1=CC(=C(C=C1CCNCC2=CC=CC=C2O)OC)C#N.Cl